10,10-dimethyl-9-oxo-4-(pyrimidin-4-yl)-1-oxa-4-azaspiro[5.5]undecane-8-carbonitrile CC1(C(C(CC2(CN(CCO2)C2=NC=NC=C2)C1)C#N)=O)C